6-bromoimidazo[1',2':1,6]pyrido[3,2-d]pyrimidine-1,3(2H,4H)-dione BrC1=CC=2NC(NC(C2N2C1=NC=C2)=O)=O